C(C)OC(=O)[C@@H]1CN(CC[C@@H]1N)C(=O)OC(C)(C)C (3R,4S)-4-amino-piperidine-1,3-dicarboxylic acid 1-tert-butyl ester 3-ethyl ester